CC1=C(N(C2=NC(=CC=C21)Cl)C2CC2)C(=O)O[C@H](C)C2=NC=CN=C2Cl (1R)-1-(3-chloropyrazin-2-yl)ethanol methyl-6-chloro-1-cyclopropyl-1H-pyrrolo[2,3-b]pyridine-2-carboxylate